C1(CC1)C=1C=C(OC2CN(C2)C(=O)N2CC3(C2)CC(C3)C=3C=NC=C(C3)F)C=CC1C(F)(F)F [3-[3-cyclopropyl-4-(trifluoromethyl)phenoxy]azetidin-1-yl]-[6-(5-fluoro-3-pyridinyl)-2-azaspiro[3.3]heptan-2-yl]methanone